C[Si](O[SiH](O[Si](C)(C)C)C)(C)C 1,1,1,3,5,5,5-Heptamethyl-trisiloxan